FC=1C=CC(=C2C=C(NC(C12)=O)CCC(=O)N1CC(C1)NC(=O)C1CC1)C N-(1-(3-(8-fluoro-5-methyl-1-oxo-1,2-dihydroisoquinolin-3-yl)propanoyl)azetidin-3-yl)cyclopropanecarboxamide